(5-((2-(2-hydroxyethoxy)ethoxy)methyl)furan-2-yl)dec-1-en-3-one OCCOCCOCC1=CC=C(O1)C=CC(CCCCCCC)=O